4-[5-(4-Chloro-benzyl)-2H-[1,2,4]triazol-3-yl]-1-(2-methyl-benzyl)-piperidine ClC1=CC=C(CC=2N=C(NN2)C2CCN(CC2)CC2=C(C=CC=C2)C)C=C1